2-(4-(4-acryloylpiperazin-1-yl)-6-chloro-8-fluoro-7-(5-methyl-1H-indazol-4-yl)quinazolin-2-yloxy)-N,N-dimethyl-acetamide C(C=C)(=O)N1CCN(CC1)C1=NC(=NC2=C(C(=C(C=C12)Cl)C1=C2C=NNC2=CC=C1C)F)OCC(=O)N(C)C